1-(2-methoxyethyl)-4-(3-vinyl-5,6-dihydroimidazo[1,5-a]pyrazin-7(8H)-yl)pyrido[2,3-d]pyrimidin-2(1H)-one COCCN1C(N=C(C2=C1N=CC=C2)N2CC=1N(CC2)C(=NC1)C=C)=O